[B](F)F.COC1=CC=C(C=C1)C(CC1=NC=CC(=C1)C)=O 1-(4-methoxyphenyl)-2-(4-methylpyridin-2-yl)ethan-1-one boron difluoride